Methyl (1S,2S)-2-(7-chloro-2,3-dihydro-1-benzofuran-5-carbonyl)cyclopropane-1-carboxylate ClC1=CC(=CC=2CCOC21)C(=O)[C@@H]2[C@H](C2)C(=O)OC